BrC=1C2=CN(N=C2C=CC1)C(F)F 4-bromo-2-(difluoromethyl)-2H-indazole